methyl (2S)-4-(3,4-difluorophenyl)-2-methylpiperidine-4-carboxylate FC=1C=C(C=CC1F)C1(C[C@@H](NCC1)C)C(=O)OC